5-morpholinyl-3-[4-(4-piperidinyl)anilino]pyrazine-2-carboxamide hydrochloride Cl.N1(CCOCC1)C=1N=C(C(=NC1)C(=O)N)NC1=CC=C(C=C1)C1CCNCC1